Cl.NC\C=C(\CN1C(=NC2=C1C=CC=C2C2=CC=C(C=C2)S(=O)(=O)N(C)C)CC)/F (Z)-4-(1-(4-amino-2-fluoro-but-2-en-1-yl)-2-ethyl-1H-benzo[d]imidazol-4-yl)-N,N-dimethylbenzenesulfonamide hydrochloride